NC1=C(C(=NC=N1)NCC1CCN(CC1)C(=O)OC(C)(C)C)Cl tert-butyl 4-[(6-amino-5-chloropyrimidin-4-yl)amino]methylpiperidine-1-carboxylate